[3-[(tert-butoxycarbonylamino)methyl]phenyl]boronic acid C(C)(C)(C)OC(=O)NCC=1C=C(C=CC1)B(O)O